C(=C)OCCCCOC(C)=O 4-Acetoxybutyl vinyl ether